C(C)(C)(C)C=1C=C(C=C(C1O)C(C)(C)C)C1C(C(OC2=C(C=CC=C12)C)(O)C1=CC=CC=C1)(F)F 4-(3,5-di-tert-butyl-4-hydroxyphenyl)-3,3-difluoro-8-methyl-2-phenylchroman-2-ol